BrCCCCOC1=C2CN(C(C2=CC=C1)=O)C1C(NC(CC1)=O)=O 3-(4-(4-bromobutoxy)-1-oxoisoindoline-2-yl)piperidine-2,6-dione